N-((3R,4S)-3-hydroxytetrahydro-2H-pyran-4-yl)-5-methyl-4-[4-(1,3-thiazol-4-yl)benzyl]pyridine-2-carboxamide O[C@H]1COCC[C@@H]1NC(=O)C1=NC=C(C(=C1)CC1=CC=C(C=C1)C=1N=CSC1)C